3-(6,6-dimethyl-6,7-dihydro-5H-pyrrolo[1,2-a]imidazol-2-yl)-N-(4-methoxybenzyl)-N-methyl-4-((5-(trifluoromethyl)pyridin-2-yl)amino)benzenesulfonamide CC1(CC=2N(C=C(N2)C=2C=C(C=CC2NC2=NC=C(C=C2)C(F)(F)F)S(=O)(=O)N(C)CC2=CC=C(C=C2)OC)C1)C